1,2,3-Tri-n-Octanoylglycerol C(CCCCCCC)(=O)OCC(OC(CCCCCCC)=O)COC(CCCCCCC)=O